C(CCCCCC=CC(=O)N)C=CC(=O)N hexylene-bis-acrylamide